CC=1C=C2C(C=C(OC2=CC1C)C(=O)NC=1SC(=NN1)C(C)C)=O 6,7-dimethyl-4-oxo-N-(5-propan-2-yl-1,3,4-thiadiazol-2-yl)chromene-2-carboxamide